ClC1=C(OC2=NC=C(C=C2C(=O)NC2=CC(=CC=C2)C(N(C)C)=O)C(F)(F)F)C=CC(=C1)OC(F)(F)F 2-[2-chloro-4-(trifluoromethoxy)phenoxy]-N-[3-(dimethylcarbamoyl)phenyl]-5-(trifluoromethyl)pyridine-3-carboxamide